3-(2,5-dioxo-2,5-dihydro-1H-pyridin-1-yl)acrylamide O=C1N(CC(C=C1)=O)C=CC(=O)N